FC(C1=NN=C(O1)C=1C=CC(=NC1)CN1C(N(C2=C1C=C(C=C2)F)C2CCN(CC2)C2COC2)=O)F 3-((5-(5-(difluoromethyl)-1,3,4-oxadiazole-2-yl)pyridine-2-yl)methyl)-5-fluoro-1-(1-(oxetan-3-yl)piperidine-4-yl)-1,3-dihydro-2H-benzo[d]imidazole-2-one